3-(7-(4-(((S)-2-(hydroxymethyl)-4-(2,2,2-trifluoroacetyl)piperazin-1-yl)methyl)piperidin-1-yl)-1-methyl-1H-indazol-3-yl)piperidine-2,6-dione OC[C@H]1N(CCN(C1)C(C(F)(F)F)=O)CC1CCN(CC1)C=1C=CC=C2C(=NN(C12)C)C1C(NC(CC1)=O)=O